4-Fluoro-N3-(6-(4-isopropyl-4H-1,2,4-triazol-3-yl)pyridin-2-yl)-N1-(pyrimidin-5-yl)isophthalamide FC1=C(C=C(C(=O)NC=2C=NC=NC2)C=C1)C(=O)NC1=NC(=CC=C1)C1=NN=CN1C(C)C